FC=1C=C(C=C(C1)F)[C@@H]1CC[C@H]2OC3(C(N21)=O)CCN(CC3)C(=O)C3=C(C=CC=C3)F (5'S,7a'R)-5'-(3,5-difluorophenyl)-1-(2-fluorobenzene-1-carbonyl)tetrahydro-3'H-spiro[piperidine-4,2'-pyrrolo[2,1-b][1,3]oxazol]-3'-one